C(#N)C=1N(C2=C(C=CC(=C2C1)OC)F)CCNC1=CC(=NC=N1)C1=CC=C(C=C1)NC=O N-(4-{6-[2-(2-Cyano-7-fluoro-4-methoxy-indol-1-yl)-ethylamino]-pyrimidin-4-yl}-phenyl)-formamid